CN1CC=C(C2=CC=CC=C12)\C=C\NC1=CC=CC=C1 (E)-1-methyl-4-(2-(phenylamino)vinyl)quinoline